C1(CCCCCC1)NC(COC(C1=CC=C(C=C1)[N+]#[C-])=O)=O.C1(CCCC1)OC=1C=C(C(=O)NC2=CC(=CC=C2)C(=O)N2CCCCC2)C=CC1 3-(cyclopentyloxy)-N-(3-(piperidine-1-carbonyl)phenyl)benzamide 2-(cycloheptylamino)-2-oxoethyl-4-isocyanobenzoate